(2R,3S)-3-hydroxy-2-methylazetidine-1-carboxylate O[C@@H]1[C@H](N(C1)C(=O)[O-])C